C(#N)C1=CC=C(C=N1)CN1[C@H](C[C@H](CC1)NC1=C2C(=NC=C1C(=O)NC)NC=C2)C 4-(((2S,4S)-1-((6-Cyanopyridin-3-yl)methyl)-2-methylpiperidin-4-yl)amino)-N-methyl-1H-pyrrolo[2,3-b]pyridine-5-carboxamide